2,2'-di(chlorobutyl)-5,5'-biphenyl ClCCCCC1=CC=C(C=C1)C=1C=CC(=CC1)CCCCCl